6-(4-Bromo-2-fluoro-phenylamino)-7-fluoro-3-methyl-3H-benzoimidazol BrC1=CC(=C(C=C1)NC=1C=CC2=C(N=CN2C)C1F)F